9,11α-epoxy-17α-hydroxy-3-oxopregn-4-ene-7α,21-dicarboxylic acid methyl ester COC(=O)[C@H]1[C@H]2[C@@H]3CC[C@](CCC(=O)O)([C@]3(C[C@@H]3[C@@]2([C@]2(CCC(C=C2C1)=O)C)O3)C)O